(4-((1-(3-amino-5-(trifluoromethyl)phenyl)ethyl)amino)-2-methyl-6-(pyrrolidin-1-yl)quinazoline-7-yl)(morpholino)methanone NC=1C=C(C=C(C1)C(F)(F)F)C(C)NC1=NC(=NC2=CC(=C(C=C12)N1CCCC1)C(=O)N1CCOCC1)C